1-(bicyclo[1.1.1]pentan-1-yl)-N-((R)-1-(3-(difluoromethyl)-2-fluorophenyl)ethyl)-4-(((1R,5S,8r)-3-methyl-3-azabicyclo[3.2.1]octan-8-yl)amino)-6-oxo-1,6-dihydropyridine-3-carboxamide C12(CC(C1)C2)N2C=C(C(=CC2=O)NC2[C@H]1CN(C[C@@H]2CC1)C)C(=O)N[C@H](C)C1=C(C(=CC=C1)C(F)F)F